C(C)(C)(C)OC(=O)NC=1C=C(N(C1)C)C(=O)NC=1N=C(N(C1)C)C(=O)OCC ethyl 4-{4-[(tert-butoxycarbonyl)amino]-1-methylpyrrole-2-amido}-1-methylimidazole-2-carboxylate